N-(5-pyrazin-2-yl-2-pyridyl)-2-[4-[2-(trifluoromethyl)pyrimidin-4-yl]pyrazol-1-yl]acetamide N1=C(C=NC=C1)C=1C=CC(=NC1)NC(CN1N=CC(=C1)C1=NC(=NC=C1)C(F)(F)F)=O